1,3-bis(2,4,6-trimethylphenyl)-2-(trichloromethyl)imidazolidine CC1=C(C(=CC(=C1)C)C)N1C(N(CC1)C1=C(C=C(C=C1C)C)C)C(Cl)(Cl)Cl